NCC1=NC2=C(N1C[C@H]1OCC1)C=C(C=C2)C(=O)OC (S)-methyl 2-(aminomethyl)-1-((oxetan-2-yl) methyl)-1H-benzo[d]imidazole-6-carboxylate